Dodecan-pregn-5-en CC[C@H]1CC[C@H]2[C@@H]3CC=C4CCCC[C@]4(C)[C@H]3CC[C@]12C.CCCCCCCCCCCC